CC1(C2=CC=CC=C2C=2C=CC(=CC12)C(C)=O)C 1-(9,9-dimethyl-9H-fluoren-2-yl)ethanone